sodium 1-tert-butoxycarbonyl-1-fluoro-1-(pentafluorosulfanyl)-methanesulfonate C(C)(C)(C)OC(=O)C(S(=O)(=O)[O-])(S(F)(F)(F)(F)F)F.[Na+]